tert-butyl 4-(6-(1-cyclopropyl-3,5-dimethyl-1H-pyrazol-4-yl)pyrazolo[1,5-a]pyrimidin-3-yl)piperidine-1-carboxylate C1(CC1)N1N=C(C(=C1C)C=1C=NC=2N(C1)N=CC2C2CCN(CC2)C(=O)OC(C)(C)C)C